2-(azetidin-3-yloxy)-5-cyclopropyl-benzonitrile N1CC(C1)OC1=C(C#N)C=C(C=C1)C1CC1